N1CCC(CC1)NC(=O)C1=CC2=C(N3C(S2)=NC(=C3)C=3C=C(C=CC3)C)C=C1 N-(piperidin-4-yl)-2-(m-tolyl)benzo[d]imidazo[2,1-b]thiazole-7-carboxamide